C(CCCCC)N1C=NC(=C1CC)CC 1-hexyl-4,5-diethylimidazole